OCC1CCN(CC1)C=1N=CC(=NC1)C(=O)O 5-[4-(hydroxymethyl)-1-piperidyl]pyrazine-2-carboxylic acid